(2R,4R)-N2-(5-((-)-1-amino-3-cyclopropyl-1-(pyridin-4-yl)propyl)-2-fluorophenyl)-N1-(5-chlorothien-2-yl)-4-methoxypyrrolidine-1,2-dicarboxamide NC(CCC1CC1)(C1=CC=NC=C1)C=1C=CC(=C(C1)NC(=O)[C@@H]1N(C[C@@H](C1)OC)C(=O)NC=1SC(=CC1)Cl)F